C[SiH](C)C1(C(=C(C(=C1C)C)C)C)Cl Dimethylsilyl(2,3,4,5-tetramethylcyclopentadienyl) chloride